N-[tris(hydroxymethyl)-methyl]acrylamide OCC(NC(C=C)=O)(CO)CO